4-[2-[cis-1-(8-cyano-5-quinolyl)-5-methyl-3-piperidyl]-3,4-dihydro-1H-isoquinolin-6-yl]piperazine-1-carboxylate C(#N)C=1C=CC(=C2C=CC=NC12)N1C[C@H](C[C@H](C1)C)N1CC2=CC=C(C=C2CC1)N1CCN(CC1)C(=O)[O-]